[Si].I[SiH2]I diiodosilane silicon